ClC=1C=C(CNC2=C3C(=NC(=N2)NC)N(N=C3)[C@H]3[C@@H]([C@@H]([C@H](O3)COCP(O)(O)=O)O)O)C=CC1 ((((2R,3S,4R,5R)-5-(4-((3-chlorobenzyl)amino)-6-(methylamino)-1H-pyrazolo[3,4-d]pyrimidin-1-yl)-3,4-dihydroxytetrahydrofuran-2-yl)methoxy)methyl)phosphonic acid